(R)-N-(1-(3-amino-5-(trifluoromethyl)phenyl)ethyl)-6-(4-ethylpiperazin-1-yl)pyrido[3,4-c]pyridazin-4-amine NC=1C=C(C=C(C1)C(F)(F)F)[C@@H](C)NC=1C2=C(N=NC1)C=NC(=C2)N2CCN(CC2)CC